(1-(7-nitrobenzo[d][1,3]dioxolan-4-yl)pyrrolidin-3-yl)methanol [N+](=O)([O-])C1=CC=C(C2=C1OCO2)N2CC(CC2)CO